[IH]1CCCCC1 iodinane